CC(=O)NC1=C(C=CC(=C1)N)OC N-(5-amino-2-methoxyphenyl)acetamide